C1(=CC=CC=C1)/C=C/C(=O)OC1=CC(=CC=C1)\C=C\C(=O)C1=CC=C(C=C1)O [3-[(E)-3-(4-Hydroxyphenyl)-3-oxoprop-1-enyl]phenyl] (E)-3-phenylprop-2-enoate